CS(=O)(=O)C=1N=CC2=C(N1)C(=NC=C2)N 2-(methylsulfonyl)pyrido[3,4-d]Pyrimidin-8-amine